C(C)(C)(C)OC(=O)C1=CC(=NC2=CC=CC=C12)N1N=C2CCCCC2=C1 (4,5,6,7-tetrahydro-2H-indazol-2-yl)quinoline-4-carboxylic acid tert-butyl ester